C(#N)CC1(CC(N(CC1)C(=O)OC(C)(C)C)C)C(=O)OC 1-(tert-butyl) 4-methyl 4-(cyanomethyl)-2-methylpiperidine-1,4-dicarboxylate